FC=1C=C(C=CC1CC(=O)N)C1=C(C(=CC=C1)C1=CC(=C(C=C1)CC(=O)N)OC)O (3-fluoro-2'-hydroxy-3''-methoxy-[1,1':3',1''-terphenyl]-4,4''-diyl)diacetic amide